The molecule is a derivative of streptidine having a phosphate group at the 6-position. It derives from a streptidine. It is a tautomer of a streptidine 6-phosphate zwitterion. [C@@H]1([C@@H]([C@H]([C@@H]([C@H]([C@@H]1O)O)OP(=O)(O)O)N=C(N)N)O)N=C(N)N